C(=O)O.C(#C)C=1C(=CC=C2C=C(C=C(C12)C1=C(C=2N=C(N=C(C2C(=N1)C)N1C[C@@H](CCC1)O)OC[C@@H]1OCCC1)F)O)F (R)-1-(7-(8-ethynyl-7-fluoro-3-hydroxynaphthalen-1-yl)-8-fluoro-5-methyl-2-(((R)-tetrahydrofurane-2-yl)methoxy)pyrido[4,3-d]pyrimidin-4-yl)piperidin-3-ol formate salt